3-(4-bromo-6-chloro-3-methyl-2-oxo-benzoimidazol-1-yl)piperidine-2,6-dione BrC1=CC(=CC=2N(C(N(C21)C)=O)C2C(NC(CC2)=O)=O)Cl